N-((1S)-1-cyclohexyl-2-((2-(methylcarbamoyl)-2-(2-oxo-4-(2,2,2-trifluoroethyl)imidazolidin-1-yl)-2,3-dihydro-1H-inden-5-yl)amino)-2-oxoethyl)-1-methyl-1H-pyrazole-5-carboxamide C1(CCCCC1)[C@@H](C(=O)NC=1C=C2CC(CC2=CC1)(N1C(NC(C1)CC(F)(F)F)=O)C(NC)=O)NC(=O)C1=CC=NN1C